C(C)S(=O)(=O)N=C1CC(=CN=C1N1N=C2C(C=NC(=C2)C(F)(F)F)=C1)C1(CC1)C#N 1-[5-(ethylsulfonylimino)-6-[6-(trifluoromethyl)pyrazolo[4,3-c]pyridin-2-yl]-3-pyridinyl]cyclopropanecarbonitrile